CC(C(=O)OCOC=1C(=NC=CC1NC=O)C(N[C@H](C(=O)OC(C(C1=CC=C(C=C1)F)C1=CC=C(C=C1)F)C)C)=O)C [2-[[(1S)-2-[2,2-bis(4-fluorophenyl)-1-methyl-ethoxy]-1-methyl-2-oxo-ethyl]carbamoyl]-4-formamido-3-pyridyl]oxymethyl 2-methylpropanoate